N1(CCOCC1)C1=CC=CC(=N1)C1=NOC(=N1)C1=C(C=C(C=C1)NS(=O)(=O)C)N1CCC2(CC2)CC1 N-(4-(3-(6-morpholinylpyridin-2-yl)-1,2,4-oxadiazol-5-yl)-3-(6-azaspiro[2.5]oct-6-yl)phenyl)methanesulfonamide